COC=1C=CC(=C(CC2N(CCC(C2)N)C)C1)OCC1=CC=C(C=C1)C(F)(F)F (5-methoxy-2-((4-(trifluoromethyl)benzyl)oxy)benzyl)-1-methylpiperidin-4-amine